3-hydroxy-5-methylbenzyl mercaptan OC=1C=C(CS)C=C(C1)C